ClC1=CC=CC(=N1)C(CN)(C)C=1C(=NN(C1OC)C)C 2-(6-chloro-2-pyridyl)-2-(5-methoxy-1,3-dimethyl-pyrazol-4-yl)propan-1-amine